OC1=C(C=C(C=C1)NC(OC(C)(C)C)=O)OC tert-butyl (4-hydroxy-3-methoxyphenyl)carbamate